FC1=CC(=CC=2C=COC21)C2=NC=C(C=C2N2CCC(CCC2)C(=O)OC)CCCOC methyl 1-(2-(7-fluoro-1-benzofuran-5-yl)-5-(3-methoxypropyl)pyridin-3-yl)azepane-4-carboxylate